C(CCC)[Si](OC[Sn](CCCC)(CCCC)CCCC)(C)C butyl-dimethyl-(tributylstannylmethoxy)silane